(4-{8-amino-5-[(3S)-3-aminopiperidine-1-carbonyl]-3-methylimidazo[1,5-a]pyrazin-1-yl}naphthalen-1-yl)-1-[3-(trifluoromethyl)phenyl]urea NC=1C=2N(C(=CN1)C(=O)N1C[C@H](CCC1)N)C(=NC2C2=CC=C(C1=CC=CC=C21)N(C(=O)N)C2=CC(=CC=C2)C(F)(F)F)C